((S)-1-(2-methoxy-4-(4-methylthiazol-5-yl)phenyl)ethyl)-2-methylpropane-2-sulfinamide COC1=C(C=CC(=C1)C1=C(N=CS1)C)[C@@H](C)CC(C)(S(=O)N)C